4-(2-(6-(dimethylamino)pyridin-3-yl)acetamido)piperidine-1-carboxylic acid tert-butyl ester C(C)(C)(C)OC(=O)N1CCC(CC1)NC(CC=1C=NC(=CC1)N(C)C)=O